4,4'-diaminobiphenyl-2,2'-dicarboxylic acid NC=1C=C(C(=CC1)C=1C(=CC(=CC1)N)C(=O)O)C(=O)O